5-Bromo-N'-(cyclopropanecarbonyl)-1-(4-methoxybenzyl)-2-oxo-2,3-dihydro-1H-benzo[b]azepine-4-Carbohydrazide BrC=1C2=C(N(C(CC1C(=O)NNC(=O)C1CC1)=O)CC1=CC=C(C=C1)OC)C=CC=C2